6-(4-((5s,8aS)-7-acryloyl-3-oxohexahydro-3H-oxazolo[3,4-a]pyrazin-5-yl)-6-chloropyridin-2-yl)-N-methylpyrimidine-4-carboxamide C(C=C)(=O)N1C[C@@H]2N([C@H](C1)C1=CC(=NC(=C1)Cl)C1=CC(=NC=N1)C(=O)NC)C(OC2)=O